9-ethyl-6,6-dimethyl-11-oxo-8-(1-(tetrahydro-2H-pyran-4-yl)-1H-pyrazol-4-yl)-6,11-dihydro-5H-benzo[b]carbazole-3-carbonitrile C(C)C1=CC2=C(C(C=3NC4=CC(=CC=C4C3C2=O)C#N)(C)C)C=C1C=1C=NN(C1)C1CCOCC1